C(C)(C)N1C(=NN=C1)C1=CC=CC(=N1)C(=O)Cl 6-(4-isopropyl-4H-1,2,4-triazole-3-yl)pyridineformyl chloride